N(=[N+]=[N-])[C@H]1C(O[C@@H](CC1)[C@@H](C)N(C(=O)OCC1=CC=CC=C1)CC1=CC=CC=C1)O[C@@H]1[C@H]([C@@H]([C@H]([C@@H]([C@H]1O)O)NC(OCC1=CC=CC=C1)=O)O)NC(OCC1=CC=CC=C1)=O dibenzyl ((1R,2R,3S,4R,5R,6S)-4-(((3R,6S)-3-azido-6-((R)-1-(benzyl((benzyloxy)carbonyl)amino)ethyl)tetrahydro-2H-pyran-2-yl)oxy)-2,5,6-trihydroxycyclohexane-1,3-diyl)dicarbamate